tert-butyl (R)-3-((4-chloro-5,6,7,8-tetrahydrophthalazin-1-yl)amino)piperidine-1-carboxylate ClC1=NN=C(C=2CCCCC12)N[C@H]1CN(CCC1)C(=O)OC(C)(C)C